CC1=CC=C(C(=O)OC2=C(C(=CC(=C2)Cl)C=NC(C(=O)OC)C(C)C)OC(C(C)C)=O)C=C1 5-chloro-2-(isobutyryl-oxy)-3-((1-methoxy-3-methyl-1-oxobutan-2-ylimino)methyl)phenyl 4-methylbenzoate